trans-4-[(6-chloro-2-methylsulfanyl-pyrimidin-4-yl)-difluoro-methyl]cyclohexanecarboxylic acid methyl ester COC(=O)[C@@H]1CC[C@H](CC1)C(F)(F)C1=NC(=NC(=C1)Cl)SC